C(C)(C)C1=C(C(=CC(=C1N=C=O)C(C)C)C(C)C)N=C=O 2,4,6-triisopropylbenzene-1,3-diyl diisocyanate